N[C@@H]([C@@H](C1=CC=CC=C1)NC(CC(=O)NC1=CC=C(C=C1)Br)=O)C1=CC=CC=C1 N1-((1R,2R)-2-amino-1,2-diphenylethyl)-N3-(4-bromophenyl)malonamide